3-((1R)-1-amino-3-fluoro-8-azaspiro[4.5]decan-8-yl)-6-((2,3-dichlorophenyl)thio)pyrazin-2(1H)-one N[C@@H]1CC(CC12CCN(CC2)C=2C(NC(=CN2)SC2=C(C(=CC=C2)Cl)Cl)=O)F